FC1=C(C=CC(=C1)F)[C@@H]1N(OCC1)C1=CC(=NC=N1)NC=1C(=CC(=C(C1)NC(C=C)=O)N1CCN(CC1)C1CCN(CC1)C)OC N-(5-((6-((R)-3-(2,4-difluorophenyl)isoxazolidine-2-yl)pyrimidine-4-yl)amino)-4-methoxy-2-(4-(1-methylpiperidine-4-yl)piperazine-1-yl)phenyl)acrylamide